COC1=C(C(=O)NC2=NC(=CC=C2)C2=NN=CN2[C@H](C(F)(F)F)C)C=CC=N1 (S)-2-methoxy-N-(6-(4-(1,1,1-trifluoropropan-2-yl)-4H-1,2,4-triazol-3-yl)pyridin-2-yl)nicotinamide